COC(=O)C=1C(N(C2=CC(=CC=C2C1N)C(F)(F)F)C1=CSC=C1)=O 4-Amino-2-oxo-1-(thiophen-3-yl)-7-(trifluoromethyl)-1,2-dihydroquinoline-3-carboxylic acid methyl ester